cyclopropyl-pyrrolo-pyridine C1(CC1)C1=CC2=C(C=CC=N2)N1